benzyl-N-(2-bromo-5-methoxyphenyl)-3-methoxybenzenesulfonamide C(C1=CC=CC=C1)C1=C(C=CC=C1OC)S(=O)(=O)NC1=C(C=CC(=C1)OC)Br